FC=1C=C(OP(=O)(OC2=CC=C(C=C2)[N+](=O)[O-])N[C@@H](C)C(=O)OC)C=CC1 Methyl ((3-fluorophenoxy)(4-nitrophenoxy)phosphoryl)-L-alaninate